C(C)OC(=O)C1OC1(C1=CC=CC=C1)C 3-methyl-3-phenyloxirane-2-carboxylic acid ethyl ester